2-(6-(4-((6-methoxypyridin-3-yl)methyl)-4,7-diazaspiro[2.5]octan-7-yl)pyridin-3-yl)-N-(5-methyl-1H-pyrazol-3-yl)quinazolin-4-amine COC1=CC=C(C=N1)CN1C2(CC2)CN(CC1)C1=CC=C(C=N1)C1=NC2=CC=CC=C2C(=N1)NC1=NNC(=C1)C